COC1=C(C=CC(=C1OC)OC)C(C(=O)O)=C 2,3,4-trimethoxyphenyl-acrylic acid